3-((4,4-difluorocyclohexyl)oxy)-4-((pyrrolidin-1-ylsulfonyl)carbamoyl)benzoic acid FC1(CCC(CC1)OC=1C=C(C(=O)O)C=CC1C(NS(=O)(=O)N1CCCC1)=O)F